N-[(dimethylamino)-1H-1,2,3-triazolo[4,5-b]pyridin-1-ylmethylene]-N-methyl-ammonium hexafluorophosphate F[P-](F)(F)(F)(F)F.CN(C)C(=[NH+]C)N1N=NC2=NC=CC=C21